1-isobutoxycarbonyl-2-isobutoxy-1,2-dihydroquinoline C(C(C)C)OC(=O)N1C(C=CC2=CC=CC=C12)OCC(C)C